C1(CC1)C1=CC2=C(C=C(O2)C(=O)NS(=O)(=O)C2=C(C=CC=C2)C2=CC=CC=C2)C(=C1)N(C)C 6-Cyclopropyl-4-(dimethylamino)-N-(2-phenylphenyl)sulfonyl-benzofuran-2-carboxamide